E-5-amino-3-((1S,3R)-3-((isopropylcarbamoyl)oxy)cyclopentyl)-1H-pyrazole-1-carboxylic acid ethyl ester C(C)OC(=O)N1N=C(C=C1N)[C@@H]1C[C@@H](CC1)OC(NC(C)C)=O